COC1=CC=C(C=C1)C1=NN=C(O1)C=1C=CC2=C(NC(=N2)C2=C(C=C(C=C2C)CCC(=O)O)C)C1 3-(4-{6-[5-(4-Methoxy-phenyl)-[1,3,4]oxadiazol-2-yl]-1H-benzoimidazol-2-yl}-3,5-dimethyl-phenyl)-propionic acid